(4S)-N-((3-chloro-4-fluorophenyl)(4-fluorobicyclo[4.2.0]octa-1(6),2,4-trien-7-yl)methyl)-2-oxoimidazolidine-4-carboxamide ClC=1C=C(C=CC1F)C(NC(=O)[C@H]1NC(NC1)=O)C1C=2C=C(C=CC2C1)F